5-chloro-N1-(2-fluorophenyl)-N1,2-dimethylbenzene-1,3-diamine ClC=1C=C(C(=C(C1)N(C)C1=C(C=CC=C1)F)C)N